BrC1=CC(=CC=2CNS(OC21)(=O)=O)C 8-bromo-6-methyl-3,4-dihydrobenzo[e][1,2,3]oxathiazine 2,2-dioxide